ethyl 10-hydroxyldecanoate OCCCCCCCCCC(=O)OCC